C(#N)C1=CC(=C2C(C(=NN(C2=C1)C1=CC=C(C=C1)OC(F)(F)F)C(=O)OCC)=O)SC ethyl 7-cyano-5-methylsulfanyl-4-oxo-1-[4-(trifluoromethoxy)phenyl]cinnoline-3-carboxylate